N-(3-(azepan-1-yl)-4-(4-(3-fluorobenzyl)piperazine-1-carbonyl)phenyl)Cyclopropanecarboxamide N1(CCCCCC1)C=1C=C(C=CC1C(=O)N1CCN(CC1)CC1=CC(=CC=C1)F)NC(=O)C1CC1